C(C)C(CCN(C)C)N=C=N 1-ethyl-3-dimethylaminopropyl-carbodiimide